NC1=C(SC=2N=C(SC21)C)C(=O)NC2CC=1C=CC(=NC1CC2)N2CC1(OC3(CC3)CO1)C(C2)N 6-amino-N-(2-{9-amino-4,10-dioxa-7-azadispiro[2.1.45.23]undecan-7-yl}-5,6,7,8-tetrahydroquinolin-6-yl)-2-methylthieno[2,3-d][1,3]thiazole-5-carboxamide